OCC1(C2=CC=CC=C2C=2C=CC=CC12)CO 9,9-bis(hydroxymethyl)fluorene